ClC1=C(C=NC(=C1)C(NC)=O)COC=1C=C(C=CC1)C1=C(C(=C(C(=C1)F)CC1=NC2=C(N1CC1(CC1)CF)C=C(C=C2)C(=O)O)F)F 2-((3'-((4-chloro-6-(methylcarbamoyl)pyridin-3-yl)methoxy)-2,3,5-trifluoro-[1,1'-biphenyl]-4-yl)methyl)-1-((1-(fluoromethyl)cyclopropyl)methyl)-1H-benzo[d]imidazole-6-carboxylic acid